(S)-4-chloro-7-((2,3-dihydrobenzofuran-4-yl)methyl)-2-((1-methylpyrrolidin-2-yl)methoxy)imidazo[2,1-f][1,2,4]triazine ClC1=NC(=NN2C1=NC=C2CC2=CC=CC1=C2CCO1)OC[C@H]1N(CCC1)C